CC1=C(OC2=C(C=C(C=C2C1=O)C)[C@@H](C)NC=1C(=NC=CC1)C1=NNC(N1)=O)C1=CC=CC=C1 3-[3-[[(1R)-1-(3,6-Dimethyl-4-oxo-2-phenyl-chromen-8-yl)ethyl]amino]-2-pyridyl]-1,4-dihydro-1,2,4-triazol-5-one